ClC1=C(C=CC=C1)C=1N=C(SC1)C1=C(C(=O)N)C=CC(=C1)C(=O)N1CCOCC1 (4-(2-chlorophenyl)thiazol-2-yl)-4-(morpholine-4-carbonyl)benzamide